N[C@H](C(=O)NC1=NC(=C(C(=C1)N)C=1C(=NN(C1C)COCC[Si](C)(C)C)C)F)C(C1CCCCC1)C1CCCCC1 (2S)-2-amino-N-[4-amino-5-[3,5-dimethyl-1-(2-trimethylsilylethoxymethyl)pyrazol-4-yl]-6-fluoro-2-pyridinyl]-3,3-dicyclohexyl-propionamide